N-(2-chloro-4-(trifluoromethyl)phenyl)-2-(2-chloro-6-ethyl-8-oxo-7-(piperazin-1-yl)pyrido[2,3-b]pyrazin-5(8H)-yl)acetamide hydrochloride Cl.ClC1=C(C=CC(=C1)C(F)(F)F)NC(CN1C(=C(C(C=2C1=NC=C(N2)Cl)=O)N2CCNCC2)CC)=O